propyl-hydroxyacetophenone C(CC)C(C(=O)C1=CC=CC=C1)O